5-((2-amino-9-((2R,3R,5S)-3-hydroxy-5-(hydroxymethyl)tetrahydrofuran-2-yl)-8-oxo-8,9-dihydro-7H-purin-7-yl)methyl)thiophene-3-carboxylic acid ethyl ester C(C)OC(=O)C1=CSC(=C1)CN1C(N(C2=NC(=NC=C12)N)[C@@H]1O[C@@H](C[C@H]1O)CO)=O